BrC1=CC(=C(C=C1)C=C1CN(C1)CCCF)C(F)(F)F 3-[[4-Bromo-2-(trifluoromethyl)phenyl]methylene]-1-(3-fluoropropyl)azetidine